2-((1R,2R,3R,5S)-3-amino-2-fluoro-8-azabicyclo[3.2.1]oct-8-yl)-5-(4-chloro-2-methyl-2H-indazol-5-yl)-3-methyl-3,7-dihydro-4H-pyrrolo[2,3-d]pyrimidin-4-one N[C@H]1[C@H]([C@H]2CC[C@@H](C1)N2C=2N(C(C1=C(N2)NC=C1C1=C(C2=CN(N=C2C=C1)C)Cl)=O)C)F